CN(CC(C(C(=O)OC)CC)=O)C methyl 4-(dimethylamino)-2-ethyl-oxobutanoate